C(CCCCCCCCCCCCCCCCC)(=O)OCOC(CCCCCCCCCCCCCCCCC)=O methylene bisstearate